CP(C1=CC(=CC=C1)C1=CN=C2C(=N1)N(N=N2)CC=2C=C1C=CC=NC1=CC2)(C)=O Dimethyl(3-(1-(quinolin-6-ylmethyl)-1H-[1,2,3]triazolo[4,5-b]pyrazin-6-yl)phenyl)phosphine oxide